COC(CN(C(CCCC(=O)N)=O)CC(OC)OC)OC N,N-bis(2,2-dimethoxyethyl)glutaramide